tert-butyl ((3R,4R)- and (3S,4S)-3-(hydroxymethyl)tetrahydro-2H-pyran-4-yl)carbamate OC[C@@H]1COCC[C@H]1NC(OC(C)(C)C)=O |r|